C([C@H](O)C1=CC=CC=C1)(=O)O R-(+)-mandelic acid